F[C@H]1[C@@H](CN(C1)CCCC(F)(F)F)N1C(=NC=2C1=C1C(=NC2)NC=C1)[C@@H](C)O (R)-1-(1-((3R,4R)-4-fluoro-1-(4,4,4-trifluorobutyl)pyrrolidin-3-yl)-1,6-dihydroimidazo[4,5-d]pyrrolo[2,3-b]pyridin-2-yl)ethan-1-ol